NC(C)(COCCCCCCCC\C=C/CCCCCCCC)COCCCCCCCC\C=C/CCCCCCCC 2-amino-3-[(9Z)-octadec-9-en-1-yloxy]-2-{[(9Z)-octadec-9-en-1-yloxy]methyl}propan